CN(C1=C(C=C2C(=N1)N=C(N2C)C2=C(C=C(C=C2C)C(F)(F)F)OC)CO)C [5-(Dimethylamino)-2-[2-methoxy-6-methyl-4-(trifluoromethyl)phenyl]-1-methyl-imidazo[4,5-b]pyridin-6-yl]methanol